The molecule is an organophosphate oxoanion resulting from deprotonation of the three diphosphate OH groups of (E)-2-methylgeranyl diphosphate. It is a conjugate base of an (E)-2-methylgeranyl diphosphate. CC(=CCC/C(=C(\\C)/COP(=O)([O-])OP(=O)([O-])[O-])/C)C